5-{6-[2-(2-Cyano-7-fluoro-4-methoxy-indol-1-yl)-ethylamino]-pyrimidin-4-yl}-thiophen C(#N)C=1N(C2=C(C=CC(=C2C1)OC)F)CCNC1=CC(=NC=N1)C1=CC=CS1